C(C=C)C=1C(=C(C(=C(C1C(=O)[O-])C(=O)[O-])CC=C)C(=O)[O-])CC=C Triallyltrimellitat